C(C)O[Si](CCCN=C=O)(OCC)OCC γ-triethoxysilylpropylisocyanate